1-(2'-Hydroxy-3'-(3-(piperazin-1-yl)isoxazol-5-yl)-[1,1'-biphenyl]-4-yl)imidazolidin-2-one 2,2,2-trifluoroacetate FC(C(=O)O)(F)F.OC1=C(C=CC=C1C1=CC(=NO1)N1CCNCC1)C1=CC=C(C=C1)N1C(NCC1)=O